Cl[Si](C)(C)CCCCCC chloro(hexyl)dimethylsilane